BrC=1C=C2CCN(C2=CC1)C(C(C)=O)=O 1-(5-bromoindolin-1-yl)propane-1,2-dione